9-(1-acryloyl-1,2,5,6-tetrahydropyridin-3-yl)-1,3,4,5-tetrahydro-thiopyrano-[4,3-b]indole-6-carboxamide C(C=C)(=O)N1CC(=CCC1)C1=C2C3=C(NC2=C(C=C1)C(=O)N)CCSC3